C1(=CC=CC=C1)C1=NOC=N1 3-phenyl-1,2,4-oxadiazole